tert-butyl (4-(1,2,4,5-tetrazin-3-yl)phenyl)carbamate N1=NC(=NN=C1)C1=CC=C(C=C1)NC(OC(C)(C)C)=O